(di-tert-butyl-(3-tert-butylphenyl)phosphine) palladium [Pd].C(C)(C)(C)P(C1=CC(=CC=C1)C(C)(C)C)C(C)(C)C